imidazol-2,5(1H,3H)-dion N1C(NCC1=O)=O